C(C1=CC=CC=C1)OC1=CC=C(C=C1)C1=NC2=C(N1)C=CC(=C2)N 2-(4-(benzyloxy)phenyl)-1H-benzo[d]imidazol-5-amine